OC=1C=C2CC[C@@H]([C@@H](C2=CC1)C1=CC=C(C=C1)C1CCN(CC1)CCCC1CCN(CC1)C1=CC=C2C(=NN(C2=C1)C)C1C(NC(CC1)=O)=O)C1=CC=CC=C1 3-(6-(4-(3-(4-(4-((1R,2S)-6-Hydroxy-2-phenyl-1,2,3,4-tetrahydronaphthalen-1-yl)phenyl)piperidin-1-yl)propyl)piperidin-1-yl)-1-methyl-1H-indazol-3-yl)piperidine-2,6-dione